3-(6-((1-(5-Chloro-4-((1-methyl-2-oxoindolin-5-yl)amino)pyrimidin-2-yl)piperidin-4-yl)amino)-1-methyl-1H-indazol-3-yl)piperidine-2,6-dione ClC=1C(=NC(=NC1)N1CCC(CC1)NC1=CC=C2C(=NN(C2=C1)C)C1C(NC(CC1)=O)=O)NC=1C=C2CC(N(C2=CC1)C)=O